FC1(CCN(CC1)C=1C=C(C=C(C1)C(F)(F)F)N1C(N(C=C1C)CC=1C=NN(C1)CC)=O)F 3-[3-(4,4-difluoropiperidin-1-yl)-5-(trifluoromethyl)phenyl]-1-[(1-ethyl-1H-pyrazol-4-yl)methyl]-4-methyl-1,3-dihydro-2H-imidazol-2-one